4-[[(1S,2S)-4,6-Dichloro-2-[(3R)-3-[methyl-(propan-2-yl)amino]piperidin-1-yl]-2,3-dihydro-1H-inden-1-yl]oxy]benzene ClC1=C2C[C@@H]([C@H](C2=CC(=C1)Cl)OC1=CC=CC=C1)N1C[C@@H](CCC1)N(C(C)C)C